OCCCCC1=CC=C2CCCN(C2=N1)C(=O)OC(C)(C)C tert-butyl 7-(4-hydroxybutyl)-3,4-dihydro-2H-1,8-naphthyridine-1-carboxylate